(3-(5-(2-aminopyrimidin-4-yl)-2-(3-((1-(4-(2,6-dioxopiperidin-3-yl)phenyl)piperidin-4-yl)methyl)-3-azaspiro[5.5]undecan-9-yl)thiazol-4-yl)-2-fluorophenyl)propane-1-sulfonamide NC1=NC=CC(=N1)C1=C(N=C(S1)C1CCC2(CCN(CC2)CC2CCN(CC2)C2=CC=C(C=C2)C2C(NC(CC2)=O)=O)CC1)C=1C(=C(C=CC1)C(CC)S(=O)(=O)N)F